4-(6-(5-((4-(ethoxycarbonyl)-2-Fluorophenyl)sulfonyl)-6-methoxypyridin-3-yl)quinazolin-4-yl)piperazine-1-carboxylic acid tert-butyl ester C(C)(C)(C)OC(=O)N1CCN(CC1)C1=NC=NC2=CC=C(C=C12)C=1C=NC(=C(C1)S(=O)(=O)C1=C(C=C(C=C1)C(=O)OCC)F)OC